O[C@@H](CO)C1=CC(=CC(=N1)C(=O)N)C1=CC=C(C=C1)C1=CC=C(C=C1)F 6-((R)-1,2-Dihydroxyethyl)-4-(4'-fluoro-biphenyl-4-yl)pyridine-2-carboxylic acid amide